2-(cyanomethyl)-7-((2S,5R)-4-(1-(3,3-dimethyl-2,3-dihydrobenzo[b][1,4]dioxin-6-yl)ethyl)-2,5-dimethylpiperazin-1-yl)-4-methyl-5-oxo-4,5-dihydropyrazolo[1,5-a]pyrimidine-6-carbonitrile C(#N)CC1=NN2C(N(C(C(=C2N2[C@H](CN([C@@H](C2)C)C(C)C2=CC3=C(OCC(O3)(C)C)C=C2)C)C#N)=O)C)=C1